N,N-dimethyl-gamma-aminopropyl-trimethoxysilane CN(CCC[Si](OC)(OC)OC)C